(3R,4S,5S,6R)-6-[[(2S,3R,4S,5R,6R)-3,4,5-trihydroxy-6-(hydroxymethyl)oxan-2-yl]oxymethyl]oxane-2,3,4,5-tetrol palladium (0) [Pd].O[C@H]1[C@H](O[C@@H]([C@@H]([C@@H]1O)O)CO)OC[C@@H]1[C@H]([C@@H]([C@H](C(O1)O)O)O)O